trinden-1-one C1(C=CC=2C3=CC=CC3=C3C=CC=C3C12)=O